FC(S(=O)(=O)NN(S(=O)(=O)C(F)(F)F)OS(=O)(=O)C(F)(F)F)F difluoromethylsulfonylaminotrifluoromethyl-sulphonylaminotrifluoromethyl-sulfonic acid